O=C1NC(CCC1N1C(C2=CC=C(C=C2C1)C1CCN(CC1)CC1=CC=C(C=C1)NC(C)=O)=O)=O N-(4-((4-(2-(2,6-dioxopiperidin-3-yl)-1-oxoisoindolin-5-yl)piperidin-1-yl)methyl)phenyl)acetamide